5-benzyl-oxazole-2-carboxamide C(C1=CC=CC=C1)C1=CN=C(O1)C(=O)N